CC1=NN(C(=C1)C)C=1N=NC(=NN1)NN 3-(3,5-dimethylpyrazol-1-yl)-6-hydrazino-1,2,4,5-tetrazine